(S)-4-(5-methyl-7H-pyrrolo[2,3-d]pyrimidin-4-yl)-N-(pyrrolidin-2-ylmethyl)-3,4-dihydro-2H-1,4-thiazine-6-carboxamide dihydrochloride Cl.Cl.CC1=CNC=2N=CN=C(C21)N2CCSC(=C2)C(=O)NC[C@H]2NCCC2